The molecule is a hydrate that is the monohydrate form of anhydrous regorafenib. Used for for the treatment of metastatic colorectal cancer in patients who have previously received chemotherapy, anti-EGFR or anti-VEGF therapy. It has a role as an antineoplastic agent, a tyrosine kinase inhibitor and a hepatotoxic agent. It contains a regorafenib. CNC(=O)C1=NC=CC(=C1)OC2=CC(=C(C=C2)NC(=O)NC3=CC(=C(C=C3)Cl)C(F)(F)F)F.O